FC1=C(C=CC(=C1F)OC)C1=CN=C(N1C)C(=O)NC1=CC(=C(C(=O)N2CCN(CC2)C(=O)OC(C)(C)C)C=C1)C tert-butyl 4-[4-[[5-(2,3-difluoro-4-methoxy-phenyl)-1-methyl-imidazole-2-carbonyl]amino]-2-methyl-benzoyl]piperazine-1-carboxylate